FC=1C=C2CC(CC2=CC1F)NC1=NC=C(C=N1)C=CC(=O)O 3-(2-((5,6-difluoro-2,3-dihydro-1H-inden-2-yl)amino)pyrimidin-5-yl)acrylic acid